tert-butyl (9-((3-(3-carbamothioylphenyl)-1-(4,4-difluorocyclohexyl)-1H-indol-6-yl)amino)-9-oxononyl)carbamate C(N)(=S)C=1C=C(C=CC1)C1=CN(C2=CC(=CC=C12)NC(CCCCCCCCNC(OC(C)(C)C)=O)=O)C1CCC(CC1)(F)F